P(=O)(O)(O)O[C@H]1CN[C@@H](C1)CO (3r,5s)-5-(hydroxymethyl)pyrrolidin-3-ol phosphate